4-(2-((S)-1-isopropylpyrrolidin-2-yl)-6-methyl-4-oxo-5,6,7,8-tetrahydropyrido[3,4-d]pyrimidin-3(4H)-yl)-N-methylbenzamide C(C)(C)N1[C@@H](CCC1)C=1N(C(C2=C(N1)CNC(C2)C)=O)C2=CC=C(C(=O)NC)C=C2